F\C(=C/CN)\CS(=O)(=O)C1=CC=CC2=C1N=C(S2)C (Z)-3-fluoro-4-((2-methylbenzo[d]thiazol-4-yl)sulfonyl)but-2-en-1-amine